C(C1=CC=CC=C1)N1N=C(C(=C1)C1=CC(=C(S1)C(=O)OC)NC(=O)C1C[C@H]2[C@@H](N1C(=O)OC(C)(C)C)CCC2)C tert-butyl (3aS,6aS)-2-{[5-(1-benzyl-3-methyl-1H-pyrazol-4-yl)-2-(methoxycarbonyl)thiophen-3-yl]carbamoyl}hexahydrocyclopenta[b]pyrrole-1(2H)-carboxylate